benzyl 4-(4-(tert-butoxycarbonyl)piperazin-1-yl)indoline-1-carboxylate C(C)(C)(C)OC(=O)N1CCN(CC1)C1=C2CCN(C2=CC=C1)C(=O)OCC1=CC=CC=C1